O[C@@H]1C[C@H](N(C1)C([C@H](C(C)(C)C)N1N=NC(=C1)C1=CN=CC2=CC=CC=C12)=O)C(=O)NC (2S,4r)-4-hydroxy-1-[(2S)-2-[4-(4-isoquinolinyl)triazol-1-yl]-3,3-dimethyl-butyryl]-N-methyl-pyrrolidine-2-carboxamide